((3-chloro-2-methylphenyl)amino)-N-(4-(3,3-dimethylpiperazin-1-yl)phenyl)benzamide ClC=1C(=C(C=CC1)NC1=C(C(=O)NC2=CC=C(C=C2)N2CC(NCC2)(C)C)C=CC=C1)C